C(C)O[Si](CCCC1C(C(=O)[O-])(C)S1)(OCC)OCC 3-Triethoxysilylpropylmethacrylate monosulfide